(1-(6-(4-cyano-3-fluorophenyl)-5-formyl-4-methoxypyridin-2-yl)piperidin-4-yl)carbamic acid tert-butyl ester C(C)(C)(C)OC(NC1CCN(CC1)C1=NC(=C(C(=C1)OC)C=O)C1=CC(=C(C=C1)C#N)F)=O